C1(CC1)C1=NN(C(=C1C(F)(F)F)C(=O)NC1=CC(=NC=C1)SC)CC1C(C12CC2)(F)F 3-cyclopropyl-1-((2,2-difluorospiro[2.2]pentan-1-yl)methyl)-N-(2-(methylthio)pyridin-4-yl)-4-(trifluoromethyl)-1H-pyrazole-5-carboxamide